Succinamat C(CCC(=O)N)(=O)[O-]